(1R,3S,5R)-2-(2-(3-acetyl-5-(2-(1-hydroxyethyl)pyrimidin-5-yl)-7-methyl-1H-indazol-1-yl)acetyl)-N-(6-bromo-4-fluoropyridin-2-yl)-5-methyl-2-azabicyclo[3.1.0]hexane-3-carboxamide C(C)(=O)C1=NN(C2=C(C=C(C=C12)C=1C=NC(=NC1)C(C)O)C)CC(=O)N1[C@@H]2C[C@@]2(C[C@H]1C(=O)NC1=NC(=CC(=C1)F)Br)C